C(=CCCCCCCCCCCCCCCCC)N1C(=C(C(C2=C(C=C(C=C12)OCC=C)OCC=C)=O)OCC=C)C1=CC(=C(C=C1)OCC=C)OC N-octadecenyl-2-(3-methoxy-4-(2-propen-1-yloxy)-phenyl)-3,5,7-tri-(2-propen-1-yloxy)-quinolin-4-one